NC1=C(SC=2N=C(N=C(C21)C)C)C(=O)NC2CC=1C(=CC(=NC1CC2)N2CC(C(C2)NC)OC)F 5-amino-N-{4-fluoro-2-[3-methoxy-4-(methylamino)pyrrolidin-1-yl]-5,6,7,8-tetrahydroquinolin-6-yl}-2,4-dimethylthieno[2,3-d]pyrimidine-6-carboxamide